C(#N)[B-](C#N)(C#N)C#N.C(C)[N+](CC)(CC)CC tetraethylammonium tetracyanoborate